butyl (1R,5S)-3-(7-(3-(benzyloxy)naphthalen-1-yl)-6-(2-fluoro-5-methoxyphenoxy)-2-(((S)-1-methylpyrrolidin-2-yl)methoxy)quinazolin-4-yl)-3,8-diazabicyclo[3.2.1]octane-8-carboxylate C(C1=CC=CC=C1)OC=1C=C(C2=CC=CC=C2C1)C1=C(C=C2C(=NC(=NC2=C1)OC[C@H]1N(CCC1)C)N1C[C@H]2CC[C@@H](C1)N2C(=O)OCCCC)OC2=C(C=CC(=C2)OC)F